ClC=1C=C(C=C(C1OC1=CC2=C(NC(N2C2(CC2)C(F)F)=O)C=C1)Cl)NC(=O)C1=NOC(N1)=O N-(3,5-dichloro-4-((3-(1-(difluoromethyl)cyclopropyl)-2-oxo-2,3-dihydro-1H-benzo-[d]imidazol-5-yl)oxy)phenyl)-5-oxo-4,5-dihydro-1,2,4-oxadiazole-3-carboxamide